1-(2-(dimethylamino)ethyl)-N1-methyl-N4-(4-(1-methyl-1H-indol-3-yl)-7H-pyrrolo[2,3-d]pyrimidin-2-yl)-2-nitrobenzene-1,4-diamine CN(CCC1(C(C=C(C=C1)NC=1N=C(C2=C(N1)NC=C2)C2=CN(C1=CC=CC=C21)C)[N+](=O)[O-])NC)C